C(C)(C)(C)OC(=O)N1C(N(C(C1)=O)CCC(=O)O)=O 3-[3-(tert-butoxycarbonyl)-2,5-dioxoimidazolidin-1-yl]propanoic acid